CC1=NC2=CC=C(C(=C2C=C1)NS(=O)(=O)C)[N+](=O)[O-] N-(2-methyl-6-nitroquinolin-5-yl)methanesulfonamide